methyl (1R,2S,5S)-6,6-dimethyl-3-[(2S)-3-methyl-2-[(2-tetrahydrofuran-3-ylacetyl)amino]butanoyl]-3-azabicyclo[3.1.0]hexane-2-carboxylate CC1([C@H]2CN([C@@H]([C@@H]12)C(=O)OC)C([C@H](C(C)C)NC(CC1COCC1)=O)=O)C